aluminum N-nitrosophenylhydroxylamine N(=O)N(O)C1=CC=CC=C1.[Al]